2,3-di(9H-carbazol-9-yl)-6-(4,6-diphenyl-1,3,5-triazin-2-yl)-[1,1'-biphenyl]-4-carbonitrile C1=CC=CC=2C3=CC=CC=C3N(C12)C1=C(C(=CC(=C1N1C2=CC=CC=C2C=2C=CC=CC12)C#N)C1=NC(=NC(=N1)C1=CC=CC=C1)C1=CC=CC=C1)C1=CC=CC=C1